C(CCCCCCC=CC)O dec-8-ene-1-yl alcohol